(4R)-6-Chloro-5-fluoro-1'-(1-((2-(hydroxymethyl)-2,3-dihydrobenzofuran-5-yl)methyl)-1H-pyrazole-4-carbonyl)spiro[benzo[d][1,3]oxazine-4,3'-piperidin]-2(1H)-one ClC1=C(C2=C(NC(O[C@@]23CN(CCC3)C(=O)C=3C=NN(C3)CC=3C=CC2=C(CC(O2)CO)C3)=O)C=C1)F